ClC1=CC=C2C(NC(C2=C1)=O)=O 6-chloroisoindoline-1,3-dione